C(C)(C)(C)C1=CC(=NN1[C@H]1[C@@H](COC1)O)NC=1N(C=2C(=NC=C(C2Cl)OC=2C=NN3C2C=NC=C3)N1)C (3S,4R)-4-(5-(tert-butyl)-3-((7-chloro-1-methyl-6-(pyrazolo[1,5-a]pyrazin-3-yloxy)-1H-imidazo[4,5-b]pyridin-2-yl)amino)-1H-pyrazol-1-yl)tetrahydrofuran-3-ol